O=C(CN1CCOCCN(CCOCCOCC1)C(=O)OC(C)(C)C)NCCNCCC(NCCNC(C=C)=O)=O tert-butyl 13-(2,9,14-trioxo-3,6,10,13-tetraazahexadec-15-en-1-yl)-1,4,10-trioxa-7,13-diazacyclopentadecane-7-carboxylate